BrC1=NC(=CC=C1NC(C)C=1C=C(C=C2C(C(=C(OC12)N1CCC(CC1)(F)F)C)=O)F)Cl 8-[1-[(2-bromo-6-chloro-3-pyridyl)amino]ethyl]-2-(4,4-difluoro-1-piperidyl)-6-fluoro-3-methyl-chromen-4-one